FC=1C=C(C=CC1F)[C@H]1[C@@H](CN(C1)CCOC)NC(=O)NC1=C(C(=NN1C1=CC=CC=C1)CO)C 1-((3S,4R)-4-(3,4-difluorophenyl)-1-(2-methoxyethyl)pyrrolidin-3-yl)-3-(3-(hydroxymethyl)-4-methyl-1-phenyl-1H-pyrazol-5-yl)urea